C(C)(C)(C)OC(=O)N1CC(C1)N1CC(C1)N1C[C@@H]([C@H](CC1)N1N=C(C=2C1=NC=NC2N)C2=CC=C(C=C2)OC2=CC=CC=C2)F 3-[3-[(3S,4S)-4-[4-amino-3-(4-phenoxyphenyl)pyrazolo[3,4-d]pyrimidin-1-yl]-3-fluoro-1-piperidinyl]azetidin-1-yl]azetidine-1-carboxylic acid tert-butyl ester